C(CCCCCC\C=C/CCCC)=O (Z)-8-tridecenal